2-(1-(3-chloro-5-fluoro-2-((4-methoxyphenoxy) methyl) phenyl) ethylamino)-2-methylpropionate ClC=1C(=C(C=C(C1)F)C(C)NC(C(=O)[O-])(C)C)COC1=CC=C(C=C1)OC